C(CCC)N1C2=CC=C(C=C2C=2C=C(C=CC12)C(C(C)(C)N1CCOCC1)=O)C(C(C)(C)N1CCOCC1)=O 9-n-butyl-3,6-bis(2'-morpholinoisobutyryl)carbazole